BrC1=CC=2C(N(CCC2S1)C(C(=O)OC)C1=C(C=CC(=C1)F)OC)=O methyl 2-(2-bromo-4-oxo-6,7-dihydrothieno[3,2-c]pyridin-5-yl)-2-(5-fluoro-2-methoxy-phenyl)acetate